(S)-2-((2-((1-ethoxy-3,3-dimethyl-1,3-dihydrobenzo[c][1,2]oxaborol-5-yl)amino)-5-(3-(pyridin-4-yl)-1,2,4-oxadiazol-5-yl)pyrimidin-4-yl)amino)-2-phenylethan-1-ol C(C)OB1OC(C2=C1C=CC(=C2)NC2=NC=C(C(=N2)N[C@H](CO)C2=CC=CC=C2)C2=NC(=NO2)C2=CC=NC=C2)(C)C